(dimethoxymethyl)benzene Hydrogen chloride HCl Cl.Cl.COC(OC)C1=CC=CC=C1